F[C@@H]1CN(CC1)CCOC=1C=C(C=CC1)CCN 2-(3-{2-[(3S)-3-fluoropyrrolidin-1-yl]ethoxy}phenyl)ethan-1-amine